(S)-Methyl 1-(2,2-dihydroxyethyl)-5-(1-(4-fluorophenyl)ethylcarbamoyl)-3-methoxy-4-oxo-1,4-dihydropyridine-2-carboxylate OC(CN1C(=C(C(C(=C1)C(N[C@@H](C)C1=CC=C(C=C1)F)=O)=O)OC)C(=O)OC)O